C(C)N(C(=O)S(=O)CCC(=O)O)CC 3-((diethylcarbamoyl)sulfinyl)propanoic acid